7-bromo-3,4-dihydro-1,5-naphthyridin-2(1H)-one BrC1=CN=C2CCC(NC2=C1)=O